[Na+].C(=C)S(=O)(=O)[O-] ethene-1-sulfonic Acid, sodium salt